Tert-butyl (3R)-4-(4-bromo-5-chloro-2-fluorobenzoyl)-3-(hydroxymethyl)piperazine-1-carboxylate BrC1=CC(=C(C(=O)N2[C@H](CN(CC2)C(=O)OC(C)(C)C)CO)C=C1Cl)F